N1NCC=2C=NC=COC21 dihydro-1H-pyrazolo[4,3-f][1,4]oxazepin